diureidoisobutan N(C(=O)N)C(C(C)C)NC(=O)N